C1OCC2=C1C=CC(=C2)C(=O)O dihydro-2-benzofuran-5-carboxylic acid